CC=1C=C(C=CC1OC1=CC=2N(C=C1)N=CN2)NC2=NC=NC1=CC=C(C=C21)C21NC(C(C1C2)=C)=O 4-[(3-methyl-4-{[1,2,4]triazolo[1,5-a]pyridin-7-yloxy}phenyl)amino]quinazolin-6-yl-4-methylidene-2-azabicyclo[3.1.0]hexan-3-one